NC1=NC=C(C(=N1)C1=C(C=CC=C1)Cl)C(=O)NC1=CC(=CC=C1)C#N 2-amino-4-(2-chlorophenyl)-N-(3-cyanophenyl)pyrimidine-5-carboxamide